CN1CC(C1)(C)[C@@](O)(C1=CC(=CC=C1)C=1OC=C(N1)C1CCOCC1)C1=CC=C(C=C1)C(C)C (S)-(1,3-Dimethyl-azetidin-3-yl)-(4-isopropyl-phenyl)-{3-[4-(tetrahydro-pyran-4-yl)-oxazol-2-yl]-phenyl}-methanol